1,8-octanediol oxalate C(C(=O)O)(=O)O.C(CCCCCCCO)O